tert-butyl [(1S)-1-(5-chloro-3-{6-[(dimethylamino)carbonyl]pyridin-3-yl}-2-methoxy-4-methylphenyl)ethyl]carbamate ClC=1C(=C(C(=C(C1)[C@H](C)NC(OC(C)(C)C)=O)OC)C=1C=NC(=CC1)C(=O)N(C)C)C